3-CHLORO-4-(CYCLOHEXYLCARBAMOYL)BENZENEBORONIC ACID ClC=1C=C(C=CC1C(NC1CCCCC1)=O)B(O)O